4,5,6,7-tetrahydro-1H-benzo[d]imidazole-6-carboxylic acid N1C=NC2=C1CC(CC2)C(=O)O